2-(methylsulfonyloxy)propionic acid CS(=O)(=O)OC(C(=O)O)C